BrC=1C=C(C=CC1)CON=C(C#N)C#N 2-[((3-bromophenyl)methoxy)imino]Malononitrile